3-((S)-4-methyl-2-(3-methyl-2-oxo-5-(2-oxoethyl)pyrazin-1(2H)-yl)pentanamido)propanoic acid ethyl ester C(C)OC(CCNC([C@H](CC(C)C)N1C(C(=NC(=C1)CC=O)C)=O)=O)=O